4-(4-(6-(chloromethyl)-1,2,3,4-tetrahydronaphthalene-1-yl)piperazin-1-yl)-3-fluorobenzonitrile ClCC=1C=C2CCCC(C2=CC1)N1CCN(CC1)C1=C(C=C(C#N)C=C1)F